N1(CCNCC1)C1=NC=C(C#N)C=C1C(F)(F)F 6-(piperazin-1-yl)-5-(trifluoromethyl)nicotinonitrile